((1s,3s)-3-Hydroxy-3-methylcyclobutyl)(6-(3-(trifluoromethoxy)benzyl)-2-azaspiro[3.3]heptan-2-yl)methanon OC1(CC(C1)C(=O)N1CC2(C1)CC(C2)CC2=CC(=CC=C2)OC(F)(F)F)C